C(C)N(CC)C1=CC=CC=2C1=C1N=C3C=CC=CC3=[O+]C1=CC2 diethylamino(benzo[a]phenoxazin-7-ium)